FC=1C=C(C#N)C=C(C1)C(=O)N1CC2(C1)CC(C2)N(C=2C1=C(N=CN2)NC=C1)C 3-Fluoro-5-{6-[methyl(7H-pyrrolo[2,3-d]pyrimidin-4-yl)amino]-2-azaspiro[3.3]heptan-2-carbonyl}-benzonitril